ClC=1C=C(C=CC1)C1=CC(=CC=C1OC(F)F)CC1=NN=NN1 5-((3'-chloro-6-(difluoromethoxy)-[1,1'-biphenyl]-3-yl)methyl)-1H-tetrazole